C1(=CCC(C=C1)(C(=O)O)C(=O)O)C1=CC=CC=C1 4,4-biphenyldicarboxylic acid